2-(3-(5-Amino-6-(1H-1,2,3-triazol-1-yl)pyrazin-2-yl)-4-methylphenyl)-3,3,3-trifluoropropane-1,2-diol, trifluoroacetate salt FC(C(=O)O)(F)F.NC=1N=CC(=NC1N1N=NC=C1)C=1C=C(C=CC1C)C(CO)(C(F)(F)F)O